ClC1=NC2=CC=CC=C2C(=N1)NC1=CC(=C(C=C1)Cl)NS(=O)(=O)C1CC1 2-Chloro-N4-[4-chloro-3-(cyclopropanesulfonamido)phenyl]-quinazoline-4-amine